FC(C(=O)NC1=C(C=C(C=C1)CCC1=CC=C(C=C1)C(F)(F)F)N1CCCCC1)C(CCCC)F 2,3-Difluoro-N-(2-(piperidin-1-yl)-4-(4-(trifluoromethyl)phenethyl)phenyl)heptanamid